C(CCC)OCC1SCC1 2-(butoxymethyl)thietane